N-(4-naphthalene-2-yl-phenyl)-N,3',5'-triphenyl-[1,1':2',1'':4'',1'''-quaterphenyl]-4'''-amine C1=C(C=CC2=CC=CC=C12)C1=CC=C(C=C1)N(C1=CC=C(C=C1)C1=CC=C(C=C1)C=1C(=CC(=CC1C1=CC=CC=C1)C1=CC=CC=C1)C1=CC=CC=C1)C1=CC=CC=C1